N1(CCCCCC1)C1=CC=C2C(=N1)N(N=C2C(=O)NC2CCN(CC2)C(=O)OC(C)(C)C)C tert-butyl 4-(6-(azepan-1-yl)-1-methyl-1H-pyrazolo[3,4-b]pyridine-3-carboxamido)piperidine-1-carboxylate